S1C=C(C=C1)CCN1CC2=CC=CC=C2CC1 2-(2-(Thiophen-3-yl)ethyl)-1,2,3,4-tetrahydroisoquinoline